5-((2-(4,4-difluorocyclohexyl)-4-(2,5-difluorophenyl)pyridin-3-yl)carbamoyl)-3-fluoropicolinic acid FC1(CCC(CC1)C1=NC=CC(=C1NC(=O)C=1C=C(C(=NC1)C(=O)O)F)C1=C(C=CC(=C1)F)F)F